C(C)(=O)C=1C(=NC(=CC1)N1C=NC2=C1C=C(C(=C2)NC=2N=NC(=CC2)C)OC)N2N=C(C=C2C)C#N 1-[3-acetyl-6-[6-methoxy-5-[(6-methylpyridazin-3-yl)amino]benzimidazol-1-yl]-2-pyridinyl]-5-methyl-pyrazole-3-carbonitrile